(4-(ethylsulfonamido)-3-phenethoxyphenyl)-5-(pyrazin-2-ylamino)-1H-pyrazole-4-carboxamide C(C)S(=O)(=O)NC1=C(C=C(C=C1)N1N=CC(=C1NC1=NC=CN=C1)C(=O)N)OCCC1=CC=CC=C1